C(=C)C1N(C(OC1)=O)C vinyl-methyl-oxazolidinone